FCC1CCC2(CCCN12)COC=1N=C(C2=C(N1)CNCC2)N2C[C@H]1CC[C@@H](C2)N1C(=O)OC(C)(C)C tert-butyl (1R,5S)-3-(2-((3-(fluoromethyl)tetrahydro-1H-pyrrolizin-7a(5H)-yl)methoxy)-5,6,7,8-tetrahydropyrido[3,4-d]pyrimidin-4-yl)-3,8-diazabicyclo[3.2.1]octane-8-carboxylate